O=C1C=CC(=CN1)C=1C=C(C=CC1)NC(OC(C)(C)C)=O tert-butyl (3-(6-oxo-1,6-dihydropyridin-3-yl)phenyl)carbamate